C1(CC1)N1C([C@@H](OC2(C1)CCN(CC2)CCC(C)C)C)=O (S)-4-Cyclopropyl-9-isopentyl-2-methyl-1-oxa-4,9-diazaspiro[5.5]undecan-3-on